(4aR,8aS)-6-(3-(4-((R or S)-2-(Trifluoromethyl)pyrrolidin-1-yl)phenyl)azetidine-1-carbonyl)hexahydro-2H-pyrido[4,3-b][1,4]oxazin-3(4H)-one FC([C@@H]1N(CCC1)C1=CC=C(C=C1)C1CN(C1)C(=O)N1C[C@@H]2[C@@H](OCC(N2)=O)CC1)(F)F |o1:2|